ClC1=C(OC=2C=CC(=C(C2)C(=O)C=2C=NN(C2O)CC)[N+](=O)[O-])C=CC(=C1)C(F)(F)F (5-(2-chloro-4-(trifluoromethyl)phenoxy)-2-nitrophenyl)(5-hydroxy-1-ethyl-1H-pyrazol-4-yl)methanone